2-fluoro-4-(1-(4-methoxyphenyl)-3-((((1R,3S)-3-(methylamino)-cyclohexyl)methyl)-amino)-1H-pyrazol-5-yl)benzonitrile FC1=C(C#N)C=CC(=C1)C1=CC(=NN1C1=CC=C(C=C1)OC)NC[C@H]1C[C@H](CCC1)NC